aminophenylacetone hydrochloride Cl.NC(C(C)=O)C1=CC=CC=C1